COC(=O)C=1C=C2C(=NC1)N(N=C2C=O)C2OCCCC2 3-formyl-1-(tetrahydro-2H-pyran-2-yl)-1H-pyrazolo[3,4-b]pyridine-5-carboxylic acid methyl ester